C(C)(=O)O[C@@H]1[C@@H]([C@H]2O[C@H](OC[C@H]2O[C@H]1C(=O)OC)C1=CC=CC=C1)O (2S,4aR,6R,7R,8R,8aR)-methyl 7-acetoxy-8-hydroxy-2-phenylhexahydropyrano[3,2-d][1,3]dioxine-6-carboxylate